O1C(COC2=NC=CC=C21)COC2=NC(N1C(C3=CC=C(C=C3CC1)OCC1=NOC(=N1)C)=C2)=O 2-(2,3-Dihydro-[1,4]dioxino[2,3-b]pyridin-2-ylmethoxy)-9-(5-methyl-[1,2,4]oxadiazol-3-ylmethoxy)-6,7-dihydro-pyrimido[6,1-a]isoquinolin-4-one